O.C(CC(O)(C(=O)[O-])CC(=O)[O-])(=O)[O-].[Co+2].C(CC(O)(C(=O)[O-])CC(=O)[O-])(=O)[O-].[Co+2].[Co+2] Cobalt (II) citrate hydrate